ClC=1C=NC=C(C1[C@@H](C)OC=1C=C2C(=NN(C2=CC1C)C1OCCCC1)I)Cl 5-((R)-1-(3,5-dichloropyridin-4-yl)ethoxy)-3-iodo-6-methyl-1-(tetrahydro-2H-pyran-2-yl)-1H-indazol